[4-[5-(2,2-dimethylpropyl)-4-methyl-1,2,4-triazol-3-yl]phenyl]-[4-(5-methyloxazolo[4,5-b]pyridin-2-yl)piperazin-1-yl]methanone CC(CC=1N(C(=NN1)C1=CC=C(C=C1)C(=O)N1CCN(CC1)C=1OC=2C(=NC(=CC2)C)N1)C)(C)C